2-[(dimethylamino)methyl]phenylboronic acid CN(C)CC1=C(C=CC=C1)B(O)O